C(C)C1(OC=2C=C(C=CC2C=2N=C(SC21)NC(=O)C=2C(=NNC2)OC)C(F)(F)F)CC N-(4,4-diethyl-7-(trifluoromethyl)-4H-chromeno[4,3-d]thiazol-2-yl)-3-methoxy-1H-pyrazole-4-carboxamide